[N+](=O)([O-])C1=C(C=CC(=C1)[N+](=O)[O-])NN=C(C)C1CCCCC1 acetyl-cyclohexane-2,4-dinitrophenylhydrazone